ClC1=NC(=CC(=C1[N+](=O)[O-])N)C 2-chloro-6-methyl-3-nitropyridin-4-amine